C(C)NC(=O)C1=C(C=C(C=C1)C1=C(C=2C(=NC=C3C2N(C(N3C)=O)[C@H]3C[C@@H](CC3)NC(OC)=O)N1)C=1C=C3C=NN(C3=CC1)C(C)C)OC methyl ((1R,3R)-3-(7-(4-(ethylcarbamoyl)-3-methoxyphenyl)-8-(1-isopropyl-1H-indazol-5-yl)-3-methyl-2-oxo-3,6-dihydroimidazo[4,5-d]pyrrolo[2,3-b]pyridin-1(2H)-yl)cyclopentyl)carbamate